1-Acetylimino-N-[4-(3-cyanophenyl)-5-(2,6-dimethyl-4-pyridyl)thiazol-2-yl]-1-oxo-1,4-thiazinane-4-carboxamide C(C)(=O)N=S1(CCN(CC1)C(=O)NC=1SC(=C(N1)C1=CC(=CC=C1)C#N)C1=CC(=NC(=C1)C)C)=O